CN(C(=O)[C@@H]1CN(CC[C@H]1NC(=O)C1=NOC(=C1)C1=C(C=C(C=C1)F)F)C1CC(C1)(C)C)C (3R,4R)-4-{[5-(2,4-difluoro-phenyl)-isoxazole-3-carbonyl]-amino}-1-(3,3-dimethyl-cyclobutyl)-piperidine-3-carboxylic acid dimethylamide